saccharine chloride [Cl-].S1(=O)(=O)NC(=O)C2=CC=CC=C12